2-(bromomethyl)-5-ethylimidazole BrCC=1NC(=CN1)CC